N-benzyl-3-cyclohexylpropylamine C(C1=CC=CC=C1)NCCCC1CCCCC1